C(#N)C1=CC=C(S1)C=1SC=C(C1)CCCC 5-cyano-4'-butyl-(2,2'-bithiophene)